FC(C=1C=C(C=C(C1)C(F)(F)F)CCN(C([C@H](C1=CC=CC=C1)N1CCN(CC1)CC1CC1)=O)C)(F)F (2S)-N-{2-[3,5-bis(trifluoromethyl)phenyl]ethyl}-2-[4-(cyclopropylmethyl)piperazin-1-yl]-N-methyl-2-phenyl-acetamide